COC(=O)C1=NC(=C(C=2CN(CCC12)CC1=CC=CC=C1)C#N)C(=O)OC 6-Benzyl-4-cyano-5,6,7,8-tetrahydro-[2,6]naphthyridine-1,3-dicarboxylic acid dimethyl ester